P(=O)(OC(C)(C)C)(OCCCCCCCCCCCC)[O-] tert-butyl dodecyl phosphate